4-((3-(4-(difluoromethoxy)phenyl)imidazo[1,2-a]pyrazin-8-yl)amino)-2-methylbenzoic acid FC(OC1=CC=C(C=C1)C1=CN=C2N1C=CN=C2NC2=CC(=C(C(=O)O)C=C2)C)F